ClC1=CC(=C(S1)C(C)C)NC(NS(N([C@H]1CN(CC1)C)C=1C=NN(C1)C)(=O)=O)=O 3-[5-Chloro-2-(propan-2-yl)thiophen-3-yl]-1-[(1-methyl-1H-pyrazol-4-yl)-[(3R)-1-methylpyrrolidin-3-yl]sulfamoyl]urea